Cl.O=C1NC(CCC1N1C(C2=CC=C(C=C2C1=O)N1CCN(CC1)CCCOC1=CC=C(C=C1)N1CCNCC1)=O)=O 2-(2,6-dioxopiperidin-3-yl)-5-(4-(3-(4-(piperazin-1-yl)phenoxy)propyl)piperazin-1-yl)isoindoline-1,3-dione HCl salt